N-(3-chloropyrazin-2-yl)-2-(trifluoromethyl)pyrimidin-5-amine ClC=1C(=NC=CN1)NC=1C=NC(=NC1)C(F)(F)F